2-(1-tert-Butoxycarbonyl-1-methyl-ethoxy)-2'-fluoro-5'-methoxy-biphenyl-4-carboxylic acid methyl ester COC(=O)C1=CC(=C(C=C1)C1=C(C=CC(=C1)OC)F)OC(C)(C)C(=O)OC(C)(C)C